1-(4-((4-((2-fluoro-3-methyl-4-((2-methylbenzo[d]thiazol-5-yl)oxy)phenyl)amino)pyrido[3,2-d]pyrimidin-6-yl)oxy)piperidin-1-yl)prop-2-en-1-one FC1=C(C=CC(=C1C)OC=1C=CC2=C(N=C(S2)C)C1)NC=1C2=C(N=CN1)C=CC(=N2)OC2CCN(CC2)C(C=C)=O